(S)-N-(1-(4-(4-isopropyl-5-(8-methyl-[1,2,4]triazolo[1,5-a]pyridin-6-yl)-1H-pyrazol-3-yl)phenyl)ethyl)-N-methyloxetan-3-amine C(C)(C)C=1C(=NNC1C=1C=C(C=2N(C1)N=CN2)C)C2=CC=C(C=C2)[C@H](C)N(C2COC2)C